N-[(7-methoxy-1-{[2-(trimethylsilyl)ethoxy]methyl}-1H-benzimidazol-2-yl)methyl]-2-(morpholin-4-yl)-8-(1,3-thiazol-2-yl)pyrazolo[1,5-a][1,3,5]triazin-4-amine COC1=CC=CC2=C1N(C(=N2)CNC2=NC(=NC=1N2N=CC1C=1SC=CN1)N1CCOCC1)COCC[Si](C)(C)C